C(#N)C=1C=C(C=C(C1)F)[C@H]1N(OCC1)C(=O)[C@@H]1CC[C@H](CC1)CN1C=CC2=CC(=C(C=C12)C(=O)N)F trans-1-((4-((S)-3-(3-cyano-5-fluorophenyl)isoxazolidine-2-carbonyl)cyclohexyl)methyl)-5-fluoro-1H-indole-6-carboxamide